7-chloro-3-[(3S)-pyrrolidin-3-yl]-1H-indazole ClC=1C=CC=C2C(=NNC12)[C@@H]1CNCC1